C1(=CC=CC=C1)S(=O)(=O)OOCCCCCCCCCC decyloxy benzenesulfonate